OC1=C(C=C(C=C1)C(C)(C)C)N1N=C2C(=N1)C=CC=C2 2-(2-hydroxy-5-t-butylphenyl)-2H-benzotriazol